FC1([C@H](C1)C(=O)NC1=NC=C2C=C(C(N(C2=C1)C)=O)C=1C=NC(=CC1C)C(CCC)O)F (R)-2,2-difluoro-N-(3-(6-(1-hydroxybutyl)-4-methylpyridin-3-yl)-1-methyl-2-oxo-1,2-dihydro-1,6-naphthyridin-7-yl)cyclopropane-1-carboxamide